OB1OCC2=C1C(=C(C=C2)C(=O)N[C@@H](C(C)C)C(=O)OCC2OCCC2)C (tetrahydrofuran-2-yl)methyl (1-hydroxy-7-methyl-1,3-dihydrobenzo[c][1,2]oxaborole-6-carbonyl)-L-valinate